2-methoxy-2-methylpropanal COC(C=O)(C)C